CC=1N=C2N(N=C(C=C2C)C2=C3C=CN=NC3=C(C=C2)C(=O)NC2CCN(CC2)C(=O)OC(C)(C)C)C1 tert-butyl 4-(5-{2,8-dimethylimidazo[1,2-b]pyridazin-6-yl}cinnoline-8-amido)piperidine-1-carboxylate